ClC1=CC=C(C=C1)N(C[C@@H](CN1C[C@H]2CCCC[C@H]2C[C@H]1C(=O)O)O)C1CC1 (3S,4aS,8aS)-2-[(R)-3-(4-chlorophenyl-cyclopropylamino)-2-hydroxypropyl]decahydroisoquinoline-3-carboxylic acid